(3aR,6aS)-5-methylenehexahydrocyclopenta[c]pyrrole-2(1H)-carboxylic acid tert-butyl ester C(C)(C)(C)OC(=O)N1C[C@@H]2[C@H](C1)CC(C2)=C